mono-sec-butoxyzirconium tris(ethylacetoacetate) C(C)CC(CC(=O)[O-])=O.C(C)CC(CC(=O)[O-])=O.C(C)CC(CC(=O)[O-])=O.C(C)(CC)O[Zr+3]